C1(=CC=C(C=C1)NC1=CC=C(C=C1)C1=CC=CC=C1)C1=CC=CC=C1 di-(4-biphenylyl)amine